NCCNCCC[Si](OCC)(OCC)C N-(beta-aminoethyl)-gamma-aminopropyl-methyldiethoxysilane